(R)-2-(5-((6-(((S)-1-(4-(tert-butyl)phenyl)ethyl)carbamoyl)-1,2-dimethyl-1H-indol-3-yl)methyl)-2-chlorophenoxy)propanoic acid C(C)(C)(C)C1=CC=C(C=C1)[C@H](C)NC(=O)C1=CC=C2C(=C(N(C2=C1)C)C)CC=1C=CC(=C(O[C@@H](C(=O)O)C)C1)Cl